CC(=CC(CC(=O)[O-])(C)C)C(=O)[O-] 1,3,3-TRIMETHYL-1-BUTEN-1,4-DICARBOXYLAT